5-chloro-3-ethyl-N-(2-fluoro-4-(pyridin-2-yl)benzyl)pyrazolo[1,5-a]pyrimidin-7-amine ClC1=NC=2N(C(=C1)NCC1=C(C=C(C=C1)C1=NC=CC=C1)F)N=CC2CC